N'-[(2E)-3,3,5-trimethyl-8-(trifluoromethyl)-1,2,3,4-tetrahydroquinoxalin-2-ylidene]acetohydrazide CC1(/C(/NC2=C(C=CC(=C2N1)C)C(F)(F)F)=N\NC(C)=O)C